O=C1NC[C@@H]([C@H]1C(=O)O)C1=CC(=CC=C1)C(F)(F)F (3R,4S)-2-oxo-4-[3-(trifluoromethyl)phenyl]-3-pyrrolidinecarboxylic acid